(2R)-N-((R or S)-(3-chloro-2,4-difluoro-phenyl)(trans-4-(trifluoromethyl)cyclohexyl)methyl)-2-methyl-3-oxo-piperazine-1-carboxamide ClC=1C(=C(C=CC1F)[C@H](NC(=O)N1[C@@H](C(NCC1)=O)C)[C@@H]1CC[C@H](CC1)C(F)(F)F)F |o1:8|